ethyl 3-(3,4-bis(benzyloxy) phenyl)-3-oxopropanoate C(C1=CC=CC=C1)OC=1C=C(C=CC1OCC1=CC=CC=C1)C(CC(=O)OCC)=O